9-(5,6,7,8-tetrahydronaphthalen-2-yloxy)-3,4,6,7,8,9-hexahydropyrido[2,1-c][1,2,4]thiadiazine 2,2-dioxide C1=C(C=CC=2CCCCC12)OC1CCCN2C1=NS(CC2)(=O)=O